C1(=CC=C(C=C1)N1N=C2N=CN=C(C2=C1)N1CC(CCC1)C(=O)NCC1=CC=C(C=C1)C(F)(F)F)C 1-(2-(p-tolyl)-2H-pyrazolo[3,4-d]pyrimidin-4-yl)-N-(4-(trifluoromethyl)benzyl)piperidine-3-carboxamide